Tri-Benzophenone Phosphate P(=O)(O)(O)O.C(C1=CC=CC=C1)(=O)C1=CC=CC=C1.C(C1=CC=CC=C1)(=O)C1=CC=CC=C1.C(C1=CC=CC=C1)(=O)C1=CC=CC=C1